C(C)(C)(C)OC(=O)N[C@H]1CSC2=C(N(C1=O)CC1=CC=C(C=C1)OC1CCCC1)C=C(C=C2)C(=O)O (3R)-3-(tert-butoxycarbonylamino)-5-[[4-(cyclopentoxy)phenyl]methyl]-4-oxo-2,3-dihydro-1,5-benzothiazepine-7-carboxylic acid